BrC1=CC=C(C(=N1)NC(=O)[C@H]1N([C@@H]2C[C@@]2(C1)C)C(=O)OC(C)(C)C)C tert-butyl (1R,3S,5R)-3-[(6-bromo-3-methylpyridin-2-yl)carbamoyl]-5-methyl-2-azabicyclo[3.1.0]hexane-2-carboxylate